COC=1C=CC(=C2C(=CC=NC12)C=CC(=O)OC)[N+](=O)[O-] methyl 3-(8-methoxy-5-nitroquinolin-4-yl)-acrylate